N-methoxy-N-methyl-5-(3-(piperidin-1-yl)propyl)furan-2-carboxamide p-isopropyl-4-styrenesulfonate C(C)(C)C1(CC=C(C=C)C=C1)S(=O)(=O)O.CON(C(=O)C=1OC(=CC1)CCCN1CCCCC1)C